FC1=CC=C(C=C1)[C@H]1[C@@H](C1)N trans-2-(4-fluorophenyl)cyclopropylamine